phenyl(sulfonyl(methyl)-cyclopropyl)carbamate C1(=CC=CC=C1)OC(NC1(C(C1)=S(=O)=O)C)=O